NCCOCCNC(C1=C(C=C(C=C1)NC=1C=2N(C=CN1)C(=CN2)C=2C(=NN(C2)C2COC2)C(F)(F)F)CC)=O N-[2-(2-aminoethoxy)ethyl]-2-ethyl-4-[[3-[1-(oxetan-3-yl)-3-(trifluoromethyl)pyrazol-4-yl]imidazo[1,2-a]pyrazin-8-yl]amino]benzamide